C([C@@H]1[C@H]([C@@H]([C@H]([C@@H](O1)O[C@H]2[C@H](O[C@H]([C@@H]([C@H]2O)O[C@H]3[C@@H]([C@H]([C@H]([C@H](O3)CO)O)O)O)O)CO)O)O)O)O The molecule is a trisaccharide that is beta-D-galactopyranose in which the hydroxy groups at positions 2 and 4 have been converted to the corresponding beta-D-galactopyranoside and beta-D-glucopyranoside, respectively. It is a trisaccharide, a beta-D-glucoside and a beta-D-galactoside. It derives from a beta-D-Galp-(1->2)-beta-D-Galp.